CC=1C=C(C(=O)OC2=CC(=CC(=C2)C=NC=2C=NC=CC2)Br)C=CC1 3-bromo-5-((pyridin-3-ylimino)methyl)phenyl 3-methylbenzoate